C(C)(C)(C)C1=CC=C(C=C1)C1CC(C1)N(C(=O)C1CC2(C1)NC(OC2)=O)C (2s,4S)-N-((1s,3S)-3-(4-(tert-Butyl)phenyl)cyclobutyl)-N-methyl-6-oxo-7-oxa-5-azaspiro[3.4]octane-2-carboxamide